N-(6-Methyl-5-(trifluoromethyl)pyridin-3-yl)-1-(1-oxo-1,2-dihydroisochinolin-5-yl)-5-(trifluoromethyl)-1H-pyrazol-4-carboxamid CC1=C(C=C(C=N1)NC(=O)C=1C=NN(C1C(F)(F)F)C1=C2C=CNC(C2=CC=C1)=O)C(F)(F)F